2-(7-(diethylamino)-4-methyl-2-oxo-2H-chromen-3-yl)ethyl (3-(pyrazin-2-yl)benzyl)carbamate N1=C(C=NC=C1)C=1C=C(CNC(OCCC=2C(OC3=CC(=CC=C3C2C)N(CC)CC)=O)=O)C=CC1